(S)-4-Fluoro-N-(1-(4-(N-(1-fluoro-2-methylpropan-2-yl)sulfamoyl)phenylamino)-1-oxo-3-phenylpropan-2-yl)benzamide FC1=CC=C(C(=O)N[C@H](C(=O)NC2=CC=C(C=C2)S(NC(CF)(C)C)(=O)=O)CC2=CC=CC=C2)C=C1